COC1=C(CNC2=NC=CC3=C(C=CC=C23)N2CC3(CC(C3)COC3=CC=4N(C=C3)C=CN4)CC2)C=CC(=C1)OC N-(2,4-dimethoxybenzyl)-5-(2-((imidazo[1,2-a]pyridin-7-yloxy)methyl)-6-azaspiro[3.4]octan-6-yl)isoquinolin-1-amine